(Z)-5-(benzo[d][1,3]dioxol-5-ylmethylene)-2-((4-methoxyphenyl)(methyl)amino)-3,5-dihydro-4H-imidazol-4-one O1COC2=C1C=CC(=C2)\C=C/2\C(NC(=N2)N(C)C2=CC=C(C=C2)OC)=O